FC1=C(C[C@H](N)C(=O)O)C=CC(=C1F)O 2,3-difluorotyrosine